N=1OC=C2CN(CCC21)C2=CC1=C(C=N2)N=C(N1)C1=CC(=CN1)C(=O)C1=C(C=CC=C1)C(F)(F)F (5-(6-(6,7-dihydroisoxazolo[4,3-c]pyridin-5(4H)-yl)-1H-imidazo[4,5-c]pyridin-2-yl)-1H-pyrrol-3-yl)(2-(trifluoromethyl)phenyl)methanone